BrCCC1=C(C=C(C=C1)OC)F 1-(2-bromoethyl)-2-fluoro-4-methoxybenzene